tert-butyl (S)-2-(((tert-butyldiphenylsilyl) oxy) methyl)-4-(thiazol-2-yl)-2,5-dihydro-1H-pyrrole-1-carboxylate [Si](C1=CC=CC=C1)(C1=CC=CC=C1)(C(C)(C)C)OC[C@H]1N(CC(=C1)C=1SC=CN1)C(=O)OC(C)(C)C